N[C@@H](CC(=O)O)CC1=CC(=CC=C1)C#N (R)-3-amino-4-(3-cyanophenyl)-butyric acid